C(C)(C)(C)OC(=O)N1[C@H](CN([C@@H](C1)C)C(C)C=1C=C2N=CC=NC2=CC1)C (2S,5R)-2,5-dimethyl-4-(1-(quinoxalin-6-yl)ethyl)piperazine-1-carboxylic acid tert-butyl ester